COC1=C2C=C(NC2=CC=C1)C(=O)N[C@@H](CC(C)C)C(=O)OC methyl (4-methoxy-1H-indole-2-carbonyl)-L-leucinate